[O-][N+]#[C-] Fulminat